trifluoromethanesulfonic acid palladium (II) [Pd+2].FC(S(=O)(=O)O)(F)F